C(C)(C)(C)OC(=O)NC1(CN(C1)C(=O)OC(C)(C)C)CC1=NN(C=C1)C tert-butyl 3-(tert-butoxycarbonylamino)-3-[(1-methylpyrazol-3-yl)methyl]azetidine-1-carboxylate